tert-butyl (8-isopropyl-2-(methylsulfonyl)pyrido[4,3-d]pyrimidin-5-yl)(methyl)carbamate C(C)(C)C1=CN=C(C2=C1N=C(N=C2)S(=O)(=O)C)N(C(OC(C)(C)C)=O)C